N-{4-[(2-acetamidopyridin-4-yl)ethynyl]-6-(2,2,2-trifluoroethoxy)pyrimidin-5-yl}-2,2,2-trifluoroacetamide C(C)(=O)NC1=NC=CC(=C1)C#CC1=NC=NC(=C1NC(C(F)(F)F)=O)OCC(F)(F)F